CN1N=CC(=C1)C=1C=C(C(=O)NCCC(=O)O)C=CC1 3-[[3-(1-methylpyrazol-4-yl)benzoyl]amino]propionic acid